1-Methyl-4-(4-((2-(methylamino)-1-phenylethoxy)methyl)phenyl)-1,2,3,4-tetrahydro-5H-benzo[e][1,4]diazepin-5-one CN1CCN(C(C2=C1C=CC=C2)=O)C2=CC=C(C=C2)COC(CNC)C2=CC=CC=C2